N1(N=NN=C1)C[C@H](C)OC=1C=C(C=CC1Cl)C=1C=NC(=NC1)NC=1C(=NN(C1)C1CCC(CC1)N1CCOCC1)OCC1=NC=CC=C1 5-(3-(((S)-1-(1H-tetrazol-1-yl)propan-2-yl)oxy)-4-chlorophenyl)-N-(1-((1r,4r)-4-morpholinylcyclohexyl)-3-(pyridin-2-ylmethoxy)-1H-pyrazol-4-yl)pyrimidin-2-amine